FC=1C(=NC(=CC1)NC1=NNC(=C1)C)CC1CCN(CC1)[C@@H](C)C1=C(C=CC=C1)C(F)(F)F (S)-4-((3-fluoro-6-((5-methyl-1H-pyrazol-3-yl)amino)pyridin-2-yl)methyl)-1-(1-(2-(trifluorometh-yl)phenyl)ethyl)piperidine